C(C)(=O)O.ClC1=CC=C2C3=C(NC2=C1)CNCC3 7-chloro-2,3,4,9-tetrahydro-1H-pyrido[3,4-b]indole acetate